Ethyl 4-(4-bromo-2,6-difluorophenyl)-4-cyanobutyrate BrC1=CC(=C(C(=C1)F)C(CCC(=O)OCC)C#N)F